N[C@@]1(CN(CC1)C1=C(C=NC(=C1C1=CC(=CC(=C1)F)F)OCC1CC1)C(=O)N[C@@H](C)C1CC1)C 4-[(3S)-3-amino-3-methylpyrrolidin-1-yl]-N-[(1S)-1-cyclopropylethyl]-6-(cyclopropylmethoxy)-5-(3,5-difluorophenyl)pyridine-3-carboxamide